C1(CC1)C1=CC(=C2C=C(NC2=C1)C(NC)=O)N1N=CC(=C1)C(=O)OC methyl 1-(6-cyclopropyl-2-(methylcarbamoyl)-1H-indol-4-yl)-1H-pyrazole-4-carboxylate